N[C@H](C(=O)O)CC1=CC=C(C=C1)C1=CC=C(C=C1)Br (S)-2-amino-3-(4'-bromo-[1,1'-biphenyl]-4-yl)propanoic acid